tert-butyl (3-(6-methoxy-3-nitropyridin-2-yl)propyl)carbamate COC1=CC=C(C(=N1)CCCNC(OC(C)(C)C)=O)[N+](=O)[O-]